3-Bromo-6-chloro-2-(3,3-difluoroazetidin-1-yl)pyridine BrC=1C(=NC(=CC1)Cl)N1CC(C1)(F)F